(2-(2-hydroxyethoxy)ethoxy)ethyl 4-methylbenzenesulfonate CC1=CC=C(C=C1)S(=O)(=O)OCCOCCOCCO